2-((1S,6S)-6-aminocyclohex-3-en-1-yl-2,2,3,4,5,5-d6)-3,5-dichloro-N-(furan-2-ylmethyl)thieno[3,2-b]pyridin-7-amine trifluoroacetate FC(C(=O)O)(F)F.N[C@H]1C(C(=C(C([C@@H]1C1=C(C2=NC(=CC(=C2S1)NCC=1OC=CC1)Cl)Cl)([2H])[2H])[2H])[2H])([2H])[2H]